C(CCCCCCCCCCCCC(=O)N)(=O)N tetradecanediamide